C(C[C@@H](C)C1=C(C=CC(=C1)C)S(=O)(=O)[O-])C1=C(C=CC(=C1)C)S(=O)(=O)[O-] (3R)-but-1,3-diylbis(4-methylbenzene-1-sulfonate)